C(C)OC(COC1=C(C=CC=C1)OC1=C(C=C(C(=C1)N1N=C(N(C1=O)C(F)F)C)F)Cl)=O 2-[2-[2-chloro-5-[4-difluoromethyl-3-methyl-5-oxo-1,2,4-triazol-1-yl]-4-fluorophenoxy]phenoxy]acetic acid ethyl ester